CN(C1CCN(CC1)C1=C(C=C(C=C1)NC=1N=C(C2=C(N1)SC=C2C)NC2=NC=CC=C2)OC)C N2-(4-(4-(dimethylamino)piperidin-1-yl)-3-methoxyphenyl)-5-methyl-N4-(pyridin-2-yl)thieno[2,3-d]pyrimidine-2,4-diamine